8-methoxy-6-(4,4,5,5-tetramethyl-1,3,2-dioxaborolan-2-yl)-2-(2,2,2-trifluoroethyl)-3,4-dihydroisoquinolin-1(2H)-one COC=1C=C(C=C2CCN(C(C12)=O)CC(F)(F)F)B1OC(C(O1)(C)C)(C)C